CC1=CC=C(C=C1)S(=O)(=O)OC1=C(C(=CC(=C1)C(F)F)OS(=O)(=O)C1=CC=C(C=C1)C)Br 2-bromo-5-(difluoromethyl)-1,3-phenylene bis(4-methylbenzenesulfonate)